4,6-difluoro-1-methyl-1H-indazole-3-carboxylic acid lithium salt [Li+].FC1=C2C(=NN(C2=CC(=C1)F)C)C(=O)[O-]